CC1(C(C(=CC=C1)F)(C(=O)O)C)C(=O)O 1,2-dimethyl-3-fluorobenzene-1,2-dicarboxylic acid